[Br].BrCCC(C)(C)OC(C)OCC 1-bromo-3-(1-ethoxyethoxy)-3-methylbutane bromine